(S)-Benzyl 3-oxohexahydroimidazo[1,5-a]pyrazine-7(1H)-carboxylate O=C1NC[C@@H]2N1CCN(C2)C(=O)OCC2=CC=CC=C2